4-[(4-amino-3,5-dimethylphenyl)(4-fluorophenyl)methyl]-2,6-dimethylaniline NC1=C(C=C(C=C1C)C(C1=CC(=C(N)C(=C1)C)C)C1=CC=C(C=C1)F)C